CO[Si](O[Si](OC)(OC)C)(OC)C 1,1,3,3-Tetramethoxydimethyldisiloxan